C(C)(C)(C)C1=CC=CC(=N1)C1CC2(C1)CCNCC2 2-(6-(tert-Butyl)pyridin-2-yl)-7-azaspiro[3.5]nonane